ClC(C(F)(F)S(C=1C=C(C=CC1)F)(F)(F)(F)F)(F)F 3-(2-chlorotetrafluoroethyltetrafluoro-λ6-sulfanyl)fluorobenzene